2,4,6-tris(N,N-dimethylamino-methyl)phenol CN(C)CC1=C(C(=CC(=C1)CN(C)C)CN(C)C)O